C(C)(C)(C)OC(=O)N1C2CNC(C1)C2 2,5-diaza-bicyclo[2.2.1]heptane-2-carboxylic acid tert-butyl ester